beta-aminoanthraquinone C1=CC=C2C(=C1)C(=O)C3=C(C2=O)C=C(C=C3)N